mono(2-hydroxy ethyl) terephthalate C(C1=CC=C(C(=O)[O-])C=C1)(=O)OCCO